NC=1C(=C2C(=NC1)N(C=C2)S(=O)(=O)C2=CC=C(C)C=C2)NN2C1CC(CC2CC1)=CC#N 2-(8-((5-amino-1-p-toluenesulfonyl-1H-pyrrolo[2,3-b]pyridine-4-yl)amino)8-azabicyclo[3.2.1]octane-3-ylidene)acetonitrile